COC1=CC=2N(C=C1)N=C(C2C(=O)O)C 5-methoxy-2-methylpyrazolo[1,5-a]-pyridine-3-carboxylic acid